(3S,4aR,5R,6R)-6-hydroxy-4a,5-dimethyl-3-prop-1-en-2-yl-3,4,5,6,7,8-hexahydronaphthalen-2-one O[C@H]1[C@@H]([C@]2(C[C@H](C(C=C2CC1)=O)C(=C)C)C)C